3-chloro-7-methoxy-5-methyl-1,2-benzothiazole-1,1-dioxide ClC1=NS(C2=C1C=C(C=C2OC)C)(=O)=O